6-Chloro-3-[(1R)-1-[3,6-dimethyl-2-(1-methylpyrazolo[3,4-b]pyridin-6-yl)-4-oxo-chromen-8-yl]ethoxy]-N'-hydroxy-pyridine-2-carboxamidine ClC1=CC=C(C(=N1)C(=NO)N)O[C@H](C)C=1C=C(C=C2C(C(=C(OC12)C1=CC=C2C(=N1)N(N=C2)C)C)=O)C